4-(5-((1-(4-cyanobenzoyl)cyclopropyl)thio)-1H-tetrazol-1-yl)benzoic acid C(#N)C1=CC=C(C(=O)C2(CC2)SC2=NN=NN2C2=CC=C(C(=O)O)C=C2)C=C1